OCC=1C=C(C=C(C1)CO)O 3,5-dihydroxymethylphenol